tert-butyl (3-cyano-8,8-dimethyl-6-oxo-7,8-dihydro-6H-cyclopenta[e]pyrazolo[1,5-a]pyridin-2-yl)carbamate C(#N)C=1C(=NN2C1C=CC1=C2C(CC1=O)(C)C)NC(OC(C)(C)C)=O